C(#N)C(C(=O)Cl)=C(C1=CC=C(C=C1)OC)C 2-cyano-3-methyl-3-(p-methoxyphenyl)acrylic acid chloride